(S)-1-(3-chloro-4-fluorophenyl)-5,5-difluoro-3-((fluoromethyl)sulfonyl)-4,5,6,7-tetrahydro-1H-indol-4-ol ClC=1C=C(C=CC1F)N1C=C(C=2[C@@H](C(CCC12)(F)F)O)S(=O)(=O)CF